COC1=C(C=C(C=C1)C)[C@]1([C@H](C1)C1=CC=C(C=C1)C)C(=O)NS(=O)(=O)C=1C=2C=CC(=NC2C=CC1)C (1S,2R)-1-(2-methoxy-5-methylphenyl)-2-(4-methylphenyl)-N-(2-methylquinoline-5-sulfonyl)cyclopropane-1-carboxamide